C=C(C(=O)O)CC(OC1(CCC1)C1=CC=C(C=C1)C(F)(F)F)=O 2-methylene-4-oxo-4-(1-(4-(trifluoromethyl)phenyl)cyclobutoxy)butanoic acid